2-bromo-2',4'-dimethoxyacetophenone BrCC(=O)C1=C(C=C(C=C1)OC)OC